1-(5-(4-(Trifluoromethyl)phenyl)-3,4-dihydroisoquinolin-2(1H)-yl)prop-2-en-1-one FC(C1=CC=C(C=C1)C1=C2CCN(CC2=CC=C1)C(C=C)=O)(F)F